2-(6,7-dihydro-5H-pyrrolo[1,2-c]imidazol-1-yl)-2-[4-fluoro-1-oxo-6-[1-(4-piperidinyl)triazol-4-yl]isoindolin-2-yl]-N-thiazol-2-yl-acetamide hydrochloride Cl.C1(=C2N(C=N1)CCC2)C(C(=O)NC=2SC=CN2)N2C(C1=CC(=CC(=C1C2)F)C=2N=NN(C2)C2CCNCC2)=O